COC(=O)C1=NC(=C(C=C1NC(=O)OC(C)(C)C)Br)C(N(C1CC(C1)(F)F)CCC=C)=O.COC1=CC=C(C(=O)NCCCCNC(\C(=C\C)\C)=O)C=C1 (E)-4-methoxy-N-(4-(2-methylbut-2-eneamido)butyl)benzamide methyl-5-bromo-6-[but-3-enyl-(3,3-difluorocyclobutyl)carbamoyl]-3-(tert-butoxycarbonylamino)pyridine-2-carboxylate